C(C)(C)(C)OC(=O)N1C[C@H]2N(C3=C(OCC2)C=C(C=C3)C(=O)O)CC1 (S)-3-(tert-Butyloxycarbonyl)-2,3,4,4a,5,6-hexahydro-1H-benzo[b]pyrazino[1,2-d][1,4]oxazepine-9-carboxylic acid